The molecule is an organophosphate oxoanion obtained by deprotonation of the phosphate OH groups as well as protonation of the endocyclic nitrogen at position 3 in the imidazole ring of 5-amino-1-(5-phospho-beta-D-ribosyl)imidazole. It is the major microspecies at pH 7.3 (according to Marvin v 6.2.0.). It is a conjugate base of a 5-amino-1-(5-phospho-beta-D-ribosyl)imidazole. C1=C([N+](=CN1)[C@H]2[C@@H]([C@@H]([C@H](O2)COP(=O)([O-])[O-])O)O)N